8-(chloromethyl)-5-isocyanatoquinoline ClCC=1C=CC(=C2C=CC=NC12)N=C=O